BrC=1C(=C(C=CC1)OC1=CC(=CC(=C1)C)F)[N+](=O)[O-] 3-bromo-1-(3-fluoro-5-methylphenoxy)-2-nitrobenzene